(N,N-dimethyl-3-aminopropyl)-maleimide CN(CCCC=1C(=O)NC(C1)=O)C